tert-butyl 3-(cyclohexyloxy)-3-methylpyrrolidine-1-carboxylate C1(CCCCC1)OC1(CN(CC1)C(=O)OC(C)(C)C)C